5-(3-chloro-4-isopropoxyphenyl)-2,2-dimethyl-2,3-dihydro-1H-inden-1-amine (2S,3S)-2,3-dihydroxysuccinate O[C@H](C(=O)O)[C@@H](C(=O)O)O.ClC=1C=C(C=CC1OC(C)C)C=1C=C2CC(C(C2=CC1)N)(C)C